N-(1-(3-chlorophenyl)-2-hydroxyethyl)-1-(2-(cyclohexylamino)-5-methylpyrimidin-4-yl)-1H-imidazole-4-carboxamide ClC=1C=C(C=CC1)C(CO)NC(=O)C=1N=CN(C1)C1=NC(=NC=C1C)NC1CCCCC1